I[N+]1=CN([C@H]2C[C@H](OCSSC(C)(C)C)[C@@H](CO[Si](C)(C)C(C)(C)C)O2)C=2N=C(NC(C12)=O)N 7-iodo-5'-O-tert-butyldimethylsilyl-3'-O-(tert-butyldithiomethyl)-2'-deoxyguanosine